11,11-dimethyl-9-butyl-11H-benzo[b]naphtho[2,1-d]Silole C[Si]1(C2=C(C3=C1C=1C=CC=CC1C=C3)C=CC(=C2)CCCC)C